7-(4-(2-((Tert-butyldimethylsilyl)oxy)ethyl)piperazin-1-yl)-5-(3-iodophenyl)-2-methyl-3-phenylpyrazolo[1,5-a]pyrimidine [Si](C)(C)(C(C)(C)C)OCCN1CCN(CC1)C1=CC(=NC=2N1N=C(C2C2=CC=CC=C2)C)C2=CC(=CC=C2)I